4-isopropyl-6-methylpyridine C(C)(C)C1=CC=NC(=C1)C